N-(4-Fluoro-5-(((2R,5'S)-5'-methyl-5-(methylamino)-3H-spiro[furo[2,3-c]pyridine-2,3'-pyrrolidin]-1'-yl)methyl)thiazol-2-yl)acetamide FC=1N=C(SC1CN1C[C@]2(C[C@@H]1C)CC=1C(=CN=C(C1)NC)O2)NC(C)=O